ethyl 2-(2-((benzyloxycarbonyl) (methyl) amino) phenyl)-2,2-difluoroacetate C(C1=CC=CC=C1)OC(=O)N(C1=C(C=CC=C1)C(C(=O)OCC)(F)F)C